methyl (trans)-3-{2-chloro-5H,6H,7H-cyclopenta[d]pyrimidine-4-amido}cyclobutane-1-carboxylate ClC=1N=C(C2=C(N1)CCC2)C(=O)N[C@@H]2C[C@H](C2)C(=O)OC